FC=1C(=NCN(C1)C1=NC=C(C=C1)C1CCNCC1)C=1C=C2C3(C(=NC2=C(C1)F)C)CCCC3 5-fluoro-4-(7'-fluoro-2'-methylspiro[cyclopentane-1,3'-indol]-5'-yl)-N-(5-(piperidin-4-yl)pyridin-2-yl)pyrimidine